C(C=C)(=O)N1CC(OC(C1)C(F)F)C1=CC(=NC(=C1)Cl)C1=CC(=NC(=C1)F)C(=O)NC 4-(4-acryloyl-6-(difluoromethyl)morpholin-2-yl)-6-chloro-6'-fluoro-N-methyl-[2,4'-bipyridine]-2'-carboxamide